Methyl-(E)-(7-(dimethylamino)-1-((1-((7-isobutyl-1H-pyrrolo[3,2-c]pyridin-2-yl)methyl)-2-oxo-1,2-dihydropyridin-3-yl)amino)-1,7-dioxohept-5-en-2-yl)carbamat COC(NC(C(=O)NC=1C(N(C=CC1)CC1=CC=2C=NC=C(C2N1)CC(C)C)=O)CC\C=C\C(=O)N(C)C)=O